C(C=C)C=1C=C(CC(C(=O)O)C)C=CC1 3-allylbenzyl-propionic acid